1-(2-((8-(tert-butoxycarbonyl)-1,8-diazaspiro[4.5]decan-1-yl)methyl)-5-(trifluoromethyl)phenoxy)cyclopropane-1-carboxylic acid C(C)(C)(C)OC(=O)N1CCC2(CCCN2CC2=C(OC3(CC3)C(=O)O)C=C(C=C2)C(F)(F)F)CC1